Ethyl-4-amino-1-(5-(6-ethoxy-1H-pyrazolo[3',4':3,4]pyrazolo[1,5-a]pyridin-4-yl)pyridine-2-yl)piperidine-4-carboxylic acid ethyl ester C(C)OC(=O)C1(CC(N(CC1)C1=NC=C(C=C1)C=1C=2N(C=C(C1)OCC)N=C1C2C=NN1)CC)N